(S)-2-(6-(5-chloro-2-((oxacyclohexan-4-yl)amino)pyrimidin-4-yl)-1-oxoisoindolin-2-yl)propionic acid ClC=1C(=NC(=NC1)NC1CCOCC1)C1=CC=C2CN(C(C2=C1)=O)[C@H](C(=O)O)C